3-(1,2,3,5,6,7-hexahydro-s-indacen-4-yl)-1-[[4-(hydroxymethyl)furan-2-yl](imino)oxo-lambda6-sulfanyl]urea C1CCC2=C(C=3CCCC3C=C12)NC(NS(=O)(=N)C=1OC=C(C1)CO)=O